BrC1=C(C(=O)O)C(=CN=C1)Br 3,5-dibromoisonicotinic acid